6'-(3-{2-[3-(pyridin-2-yl)phenyl]acetamido}propoxy)-2',3'-dihydrospiro[cyclohexane-1,1'-indene]-4-carboxylic acid methyl ester COC(=O)C1CCC2(CCC3=CC=C(C=C23)OCCCNC(CC2=CC(=CC=C2)C2=NC=CC=C2)=O)CC1